C1(CCCCCC1)CCC1NC(N(C1=O)C1CC2(CC(C2)OC2=NC=CC=C2C(=O)N)C1)=O 2-{[(αR)-6-[4-(2-cycloheptylethyl)-2,5-dioxoimidazolidin-1-yl]spiro-[3.3]heptan-2-yl]-oxy}pyridine-3-carboxamide